CC=1N(C(=C2C(N(N=CC21)C=2C=NC=CC2)=O)C)C2=CC(=CC=C2)N2CCOCC2 5,7-Dimethyl-6-(3-morpholinophenyl)-2-(pyridin-3-yl)-2,6-dihydro-1H-pyrrolo[3,4-d]pyridazin-1-one